C(C=C)(=O)N1C[C@H](C[C@@H]1COC)N1N=C(C(=C1NC)C(=O)N)C#CC1=C(C=C2C(=C(C=NC2=C1)F)C1CC1)Cl 1-((3S,5R)-1-acryloyl-5-(methoxymethyl)pyrrolidin-3-yl)-3-((6-chloro-4-cyclopropyl-3-fluoroquinolin-7-yl)ethynyl)-5-(methylamino)-1H-pyrazole-4-carboxamide